CN1N=C(C(=C1C(=O)OC)C(F)(F)F)OS(=O)(=O)C(C(C(C(F)(F)F)(F)F)(F)F)(F)F methyl 1-methyl-3-(((perfluorobutyl)sulfonyl)oxy)-4-(trifluoromethyl)-1H-pyrazole-5-carboxylate